CC(C[C@H](NC(=O)C1CC(=NO1)C1=CC(=CC=C1)OC1=NC=CC=C1)[B])C ((1R)-3-methyl-1-(3-(3-(pyridin-2-yloxy)phenyl)-4,5-dihydroisoxazole-5-carboxamido)butyl)boron